5-fluoroquinoxalin-2(1H)-one FC1=C2N=CC(NC2=CC=C1)=O